(3-fluorocyclobutyl)methanone FC1CC(C1)C=O